[O-]OOOO[O-].[Li+].[Li+] lithium hexoxide